1,4-Disilapentan [SiH3]CC[SiH2]C